CC1=CC=C(C=C1)[I+]C1=CC=C(C=C1)CC(C)C 4-methylphenyl-4-isobutyl-phenyliodonium